(S)-2-(2-((3'-(1-aminoethyl)-5-(4-oxa-7-azaspiro[2.5]octane-7-yl)-[1,1'-biphenyl]-3-yl)methoxy)phenyl)acetic acid N[C@@H](C)C=1C=C(C=CC1)C1=CC(=CC(=C1)N1CCOC2(CC2)C1)COC1=C(C=CC=C1)CC(=O)O